FC(C(=O)O)(F)F.FC(C(=O)O)(F)F.N=C(C1=CC=C(C=C1)CNC([C@H](C)NC(=O)[C@@H]1NCC[C@@H](C1)C1=CC=CC=C1)=O)NC(OCC1=CC=CC=C1)=O benzyl (imino(4-(((S)-2-((2R,4S)-4-phenylpiperidine-2-carboxamido)propanamido)methyl)phenyl)methyl)carbamate di-trifluoroacetate salt